COC1=C(C(=NC=C1)CS(=O)(=O)C1=NC2=C(N1)C=CC(=C2)N2C=CC=C2)C 2-[(4-methoxy-3-methylpyridin-2-yl)methanesulfonyl]-5-(1H-pyrrol-1-yl)-1H-1,3-benzimidazole